P(OC1=CC=CC=C1)(OC1=CC=CC=C1)=O.P(OC1=CC=CC=C1)(OC1=CC=CC=C1)=O tetra-phenyl di-phosphonate